methyl-(3-(3-methoxy-4-((4-methylbenzyl) oxy) phenyl) acryloyl) glycinate NCC(=O)OC(C=C(C1=CC(=C(C=C1)OCC1=CC=C(C=C1)C)OC)C)=O